ethyl 1-cyclopropyl-4-(2,6-dichlorophenyl)-1H-1,2,3-triazole-5-carboxylate C1(CC1)N1N=NC(=C1C(=O)OCC)C1=C(C=CC=C1Cl)Cl